BrC1=CC=2N(C[C@H]3N(C2N=C1)CCN(C3)C(C(=O)OCC)(C)C)S(=O)(=O)C3=CC(=CC=C3)C(F)(F)F ethyl (S)-2-(3-bromo-5-((3-(trifluoromethyl) phenyl) sulfonyl)-6a,7,9,10-tetrahydro-5H-pyrazino[1,2-a]pyrido[3,2-e]pyrazin-8(6H)-yl)-2-methylpropionate